ClC=1C=C(C=CC1)[C@@H]1N(OCC1)C1=CC(=NC=N1)NC=1C(=CC(=C(C1)NC(C=C)=O)N1CCC(CC1)N(C)C)OC N-(5-((6-((R)-3-(3-chlorophenyl)isoxazolidine-2-yl)pyrimidine-4-yl)amino)-2-(4-(dimethylamino)piperidine-1-yl)-4-methoxyphenyl)acrylamide